3-fluoro-4-(2-(hydroxymethyl)-6,9-dioxo-5-(4-(trifluoromethyl)benzyl)-5,8-diazaspiro[3.5]nonan-8-yl)benzonitrile FC=1C=C(C#N)C=CC1N1CC(N(C2(CC(C2)CO)C1=O)CC1=CC=C(C=C1)C(F)(F)F)=O